FC(C1=NN=C(S1)C1=CN=C2N1C=C(C=C2N2C[C@@H](N[C@H](C2)C)C)S(=O)(=O)NC2(COC2)C)F 3-(5-(Difluoromethyl)-1,3,4-thiadiazol-2-yl)-8-((3S,5S)-3,5-dimethylpiperazin-1-yl)-N-(3-methyloxetane-3-yl)imidazo[1,2-a]pyridine-6-sulfonamide